6'-{[4-(4-phenylbutyl)piperazin-1-yl]methyl}-2',3'-dihydrospiro[cyclohexane-1,1'-indene]-4-carboxylic acid methyl ester COC(=O)C1CCC2(CCC3=CC=C(C=C23)CN2CCN(CC2)CCCCC2=CC=CC=C2)CC1